8-[(1R)-1-[4-chloro-2-(difluoromethyl)anilino]ethyl]-3,6-dimethyl-2-phenyl-chromen-4-one ClC1=CC(=C(N[C@H](C)C=2C=C(C=C3C(C(=C(OC23)C2=CC=CC=C2)C)=O)C)C=C1)C(F)F